(E)-3-[4-(8-Hydroxyoctoxy)phenyl]-1-phenylprop-2-en-1-one OCCCCCCCCOC1=CC=C(C=C1)/C=C/C(=O)C1=CC=CC=C1